NC1CN(C1)CC1=CN(C(O1)=O)[C@@H](C)C=1C=CC=C2C(=C(NC12)C(=O)O)C1=CC(=C(C=C1)NS(=O)(=O)C)F 7-[(1S)-1-{5-[(3-Aminoazetidin-1-yl)methyl]-2-oxo-2,3-dihydro-1,3-oxazol-3-yl}ethyl]-3-(3-fluoro-4-methanesulfonamidophenyl)-1H-indole-2-carboxylic acid